BrC1=C(OCC=2C=C(SC2)C(=O)C=2C=NC=NC2)C=CC=C1 5-({4-[(2-bromophenoxy)methyl]-2-thienyl}carbonyl)pyrimidin